C(C)(C)(C)OC(=O)N1C=C(C=2C1=NC(=CC2)Cl)C(C2=CC(=CC(=C2)OC)OC)=O 6-chloro-3-(3,5-dimethoxybenzoyl)-1H-pyrrolo[2,3-b]Pyridine-1-carboxylic acid tert-butyl ester